CN1CCC(CC1)CS(=O)(=O)N1[C@H]2CC(C[C@@H]1CC2)NC(OC(C)(C)C)=O tert-butyl ((1R,3r,5S)-8-(((1-methylpiperidin-4-yl)methyl)sulfonyl)-8-azabicyclo[3.2.1]octan-3-yl)carbamate